(3,5-dichloropyrazolo[1,5-a]pyrimidin-7-yl)(2-fluoro-4-(pyridin-2-yl)benzyl)carbamic acid tert-butyl ester C(C)(C)(C)OC(N(CC1=C(C=C(C=C1)C1=NC=CC=C1)F)C1=CC(=NC=2N1N=CC2Cl)Cl)=O